1-cyclopropyl-6-fluoro-7-(2-hydroxyethoxy)-3-({[(3S)-1-(6-methylpyridin-3-yl)piperidin-3-yl][(2-methylpyridin-4-yl)methyl]amino}methyl)-1,4-dihydroquinolin-4-one hydrochloride Cl.C1(CC1)N1C=C(C(C2=CC(=C(C=C12)OCCO)F)=O)CN(CC1=CC(=NC=C1)C)[C@@H]1CN(CCC1)C=1C=NC(=CC1)C